C(C)(C)(C)NC(CN1CCC2(CC2CNC(C2=CC(=CC(=C2)Cl)Cl)=O)CC1)=O N-((6-(2-(tert-butylamino)-2-oxoethyl)-6-azaspiro[2.5]oct-1-yl)methyl)-3,5-dichlorobenzamide